2-{4-[2-(2,3-difluoro-6-{3-[(methylamino)methyl]imidazo[1,2-a]pyridin-6-yl}phenoxy)ethyl]-1,5-dimethyl-1H-pyrazol-3-yl}propan-2-ol FC1=C(OCCC=2C(=NN(C2C)C)C(C)(C)O)C(=CC=C1F)C=1C=CC=2N(C1)C(=CN2)CNC